3-benzyl-6-(4-aminobutyl)-2,5-diketopiperazine C(C1=CC=CC=C1)C1C(NC(C(N1)=O)CCCCN)=O